CC1=NC=CC(=N1)C=1C(=C2C(=NC1)N(C=C2)S(=O)(=O)C2=CC=C(C)C=C2)NC2CC(C2)NC(OC(C)(C)C)=O tert-butyl ((1s,3s)-3-((5-(2-methylpyrimidin-4-yl)-1-tosyl-1H-pyrrolo[2,3-b]pyridin-4-yl)amino)cyclobutyl)carbamate